CC1=C(C=C(C=C1)NC(=O)N1C[C@@H](CC1)CC(F)(F)F)C1=CC(=NC(=C1)N1CCOCC1)C(=O)N 4-[2-methyl-5-[(3S)-3-(2,2,2-trifluoroethyl)pyrrolidine-1-carbonylamino]phenyl]-6-(morpholin-4-yl)pyridine-2-carboxamide